BrC1=CC=C(C=C1)N1CCC12COC2 1-(4-bromophenyl)-6-oxa-1-azaspiro[3.3]heptane